(1R,2S,5S)-3-[N-(tert-butoxycarbonyl)-L-valyl]-6,6-dimethyl-3-azabicyclo[3.1.0]hexane-2-carboxylic acid C(C)(C)(C)OC(=O)N[C@@H](C(C)C)C(=O)N1[C@@H]([C@H]2C([C@H]2C1)(C)C)C(=O)O